4-(2-(2-chlorophenyl)-5,7-dihydroxy-4-oxo-4H-chromen-8-yl)-1-methylpiperidin-3-yl 3-methoxypropanoate COCCC(=O)OC1CN(CCC1C=1C(=CC(=C2C(C=C(OC12)C1=C(C=CC=C1)Cl)=O)O)O)C